CNC(C=C)=O (N-methyl)acrylamide